N-(4-cyanobenzyl)-6-((1-((1-(1-fluoro-2-hydroxyethoxy)-2-methylpropan-2-yl)sulfonyl)Cyclopropyl)methyl)-1-methyl-7-oxo-4,5,6,7-tetrahydro-1H-pyrazolo[3,4-c]Pyridine-3-carboxamide C(#N)C1=CC=C(CNC(=O)C2=NN(C=3C(N(CCC32)CC3(CC3)S(=O)(=O)C(COC(CO)F)(C)C)=O)C)C=C1